C1(CC2C(CC1)O2)CC[Si](O[Si](C)(C)CCC2CC1C(CC2)O1)(C)C bis(3,4-epoxycyclohexylethyl)-1,1,3,3-tetramethyldisiloxane